tert-butyl (6S,7S)-6-([1,1'-biphenyl]-3-ylmethyl)-7-((difluoromethyl)sulfonamido)-5-azaspiro[2.4]heptane-5-carboxylate C1(=CC(=CC=C1)C[C@@H]1N(CC2(CC2)[C@@H]1NS(=O)(=O)C(F)F)C(=O)OC(C)(C)C)C1=CC=CC=C1